COC(=O)C1=NC=CC2=C1COC2(C)CC.C(=O)(OC(C)(C)C)N2C1CNCC2CC1 8-boc-3,8-diaza-bicyclo[3.2.1]octane methyl-1-ethyl-1-methyl-3H-furo[3,4-c]pyridine-4-carboxylate